N-[1,3-dihydroxy-2-(hydroxymethyl)propan-2-yl]-2-methyl-5-[(2-methyl-1,3-thiazol-5-yl)methoxy]-2H-indazole-3-carboxamide OCC(CO)(CO)NC(=O)C=1N(N=C2C=CC(=CC12)OCC1=CN=C(S1)C)C